(3R)-N-[4-(3-cyanophenyl)-5-[2-methyl-6-(trifluoromethyl)-4-pyridyl]thiazol-2-yl]-3-methylpiperazine-1-carboxamide C(#N)C=1C=C(C=CC1)C=1N=C(SC1C1=CC(=NC(=C1)C(F)(F)F)C)NC(=O)N1C[C@H](NCC1)C